butyl-4,4-di(tert-butylperoxy)-valerate C(CCC)OC(CCC(C)(OOC(C)(C)C)OOC(C)(C)C)=O